ClC1=C(C(=CC=C1)C(F)(F)F)NS(=O)(=O)C=1C=C(C=NC1OC)NC(=O)C=1N=C(OC1)C1=CC=CC=C1 N-(5-(N-(2-chloro-6-(trifluoromethyl)phenyl)sulfamoyl)-6-methoxypyridin-3-yl)-2-phenyloxazole-4-carboxamide